C1(CC1)C=1C=C(C=CC1NC1=NC=C(C(=N1)[Sn](C)(C)C)C(F)(F)F)N1C[C@H](N(CC1)C(=O)OCC1C2=CC=CC=C2C=2C=CC=CC12)C (9H-fluoren-9-yl)methyl (R)-4-(3-cyclopropyl-4-((5-(trifluoromethyl)-4-(trimethylstannyl)pyrimidin-2-yl)amino)phenyl)-2-methylpiperazine-1-carboxylate